(R)-1-(piperazin-1-yl)propan-2-ol N1(CCNCC1)C[C@@H](C)O